OCC=1N=NN(C1)CC(C)O 3-(4-(hydroxymethyl)-1H-1,2,3-triazol-1-yl)propan-2-ol